C(#N)C=1N(C2=C(C(=CC(=C2C1)OC)F)F)CCNC1=CC(=NC=N1)C1=CC(=C(C=C1)NCC(=O)O)OCC (4-{6-[2-(2-Cyano-6,7-difluoro-4-methoxy-indol-1-yl)-ethylamino]-pyrimidin-4-yl}-2-ethoxy-phenylamino)-acetic acid